6-hydroxy-2-((E)-3-(3,4-dihydroxyphenyl)allyl)-2,3-dihydro-1H-indenone OC1=CC=C2CC(C(C2=C1)=O)C\C=C\C1=CC(=C(C=C1)O)O